ClC1=C2C(=NC=C1C1=CC(=CC=C1)C=1C(N(C=CC1)C)=O)NC[C@]21C[C@@](CC1)(C(=O)N)C (1R,3R)-4'-Chloro-3-methyl-5'-(3-(1-methyl-2-oxo-1,2-dihydropyridin-3-yl)phenyl)-1',2'-dihydrospiro[cyclopentane-1,3'-pyrrolo[2,3-b]pyridine]-3-carboxamide